OCCNC1=CC=C(C=N1)CNC(=O)NC=1SC=C(N1)C(C)(C)C1=CC=C(C=C1)OC 1-((6-((2-hydroxyethyl)-amino)pyridin-3-yl)meth-yl)-3-(4-(2-(4-methoxy-phenyl)propan-2-yl)thiazol-2-yl)urea